C1(CC1)NC(C1=C(C=C(C=C1OC)C1=CN=C2N1C=CC(=C2)OCCN2C1COCC2CC1)OC(F)F)=O N-cyclopropyl-2-(difluoromethoxy)-6-methoxy-4-[7-[2-(3-oxa-8-azabicyclo[3.2.1]octan-8-yl)ethoxy]imidazo[1,2-a]pyridin-3-yl]benzamide